COCCCNC(=O)C1CN(C1)C1=CC(=C2C(C(=CN(C2=N1)C1=NC=NS1)C(=O)O)=O)C 7-{3-[(3-methoxypropyl)carbamoyl]azetidin-1-yl}-5-methyl-4-oxo-1-(1,2,4-thiadiazol-5-yl)-1,4-dihydro-1,8-naphthyridine-3-carboxylic acid